ClC1=CC2=C(C=N1)C(N(C2)C2C(NC(CC2)=O)=O)=O 3-(6-chloro-3-oxo-1,3-dihydro-2H-pyrrolo[3,4-c]pyridin-2-yl)piperidine-2,6-dione